Cl.NC1C2CN(C(C1)C2)C2=NC(=C(C=1N2C=CN1)C1=CC(=C(C=C1)OC)O)C1=CC(=C(C#N)C=C1)F 4-(5-(5-amino-2-azabicyclo[2.2.1]heptan-2-yl)-8-(3-hydroxy-4-methoxyphenyl)imidazolo[1,2-c]pyrimidin-7-yl)-2-fluorobenzonitrile hydrochloride